C(C)OC1=NC=CC=C1C1=CC(=C2C(=N1)C(=NN2C2COC2)C)NCC=2C=NN(C2)C 5-(2-ethoxy-3-pyridyl)-3-methyl-N-[(1-methylpyrazol-4-yl)methyl]-1-(oxetan-3-yl)pyrazolo[4,3-b]pyridin-7-amine